NC=1C(=NC=C(C1)S(=O)(=O)C1=CC=C(C=C1)OC(F)(F)F)C(=O)NCC(C)(C)O 3-amino-N-(2-hydroxy-2-methylpropyl)-5-{[4-(trifluoromethoxy)phenyl]sulfonyl}pyridine-2-carboxamide